ClC=1C=CC(=C(C1)C1=NNC=C1C=1N=C2C=C(C=NC2=CC1)N1CCN(CC1)CCN)F 2-[4-[6-[3-(5-chloro-2-fluoro-phenyl)-1H-pyrazol-4-yl]-1,5-naphthyridin-3-yl]piperazin-1-yl]ethanamine